BrC1=CC=CC(=N1)OCC1=C(C(=O)N(C)C)C=C(C=C1)Cl 2-(((6-bromopyridin-2-yl)oxy)methyl)-5-chloro-N,N-dimethylbenzamide